1,4-dimethyl-1,2,3-triazole CN1N=NC(=C1)C